BrC1=C(C=C(C2=CC=CC=C12)OC)NC(OC(C)(C)C)=O tert-Butyl (1-bromo-4-methoxynaphthalen-2-yl)carbamate